ClC1=C2C(=C(NC2=CC=C1F)C(=O)N1C[C@H]([C@H](CC1)NC)F)F (4-chloro-3,5-difluoro-1H-indol-2-yl)((3R,4S)-3-fluoro-4-(methyl-amino)piperidin-1-yl)methanone